C(C)(=O)C1=CN(C2=C(C=C(C=C12)C=1C=NC(=NC1)CF)C)CC(=O)N1[C@@H]2C[C@@]2(C[C@H]1C(=O)NC1=NC(=CC=C1C)Br)C (1R,3S,5R)-2-(2-(3-acetyl-5-(2-(fluoromethyl)pyrimidin-5-yl)-7-methyl-1H-indol-1-yl)acetyl)-N-(6-bromo-3-methylpyridin-2-yl)-5-methyl-2-azabicyclo[3.1.0]hexane-3-carboxamide